Br\C(=C/C=O)\C1=CC=C(C=C1)OC (Z)-3-bromo-3-(4-methoxy-phenyl)acrolein